ClC=1C(=C(C(=NC1C)N[C@@H](C(=O)N(C)C1=CC=C(C=C1)F)CC1=CC=C(C=C1)O)C#N)C (R)-2-(5-chloro-3-cyano-4,6-dimethyl-pyridin-2-ylamino)-N-(4-fluorophenyl)-3-(4-hydroxyphenyl)-N-methyl-propanamide